ClC=1C=C(C=CC1)C(C(OC(=O)N[C@H](C(=O)OC)CC1=CC(=C(C=C1)Cl)Cl)C1=CC=CC=C1)(C)C methyl (2S)-2-(((2-(3-chlorophenyl)-2-methyl-1-phenylpropoxy)carbonyl)amino)-3-(3,4-dichlorophenyl)propanoate